(1S,3R,4S,5R)-5-[[5-cyclopropyl-3-(2,6-dichlorophenyl)-1,2-oxazol-4-yl]methoxy]-3-methyl-2-azabicyclo[2.2.1]heptane-2-carboxylic acid tert-butyl ester C(C)(C)(C)OC(=O)N1[C@@H]2C[C@H]([C@H]([C@H]1C)C2)OCC=2C(=NOC2C2CC2)C2=C(C=CC=C2Cl)Cl